C(C(=C)C)(=O)OCC(CCCC)OC(C(=C)C)=O 1,2-hexanediol dimethacrylate